4-(5-amino-6-{[(2S)-2-(benzyloxycarbonylamino)-2-(4,4-difluorocyclohexyl)-acetyl]amino}pyridin-2-yl)tetrahydropyran-4-carboxylic acid methyl ester COC(=O)C1(CCOCC1)C1=NC(=C(C=C1)N)NC([C@H](C1CCC(CC1)(F)F)NC(=O)OCC1=CC=CC=C1)=O